benzoic acid (2R,3R,5R,6s)-2-(((2R)-7-(tert-butoxy)-5-hydroxy-7-oxohept-2-yl) oxy)-5-((tert-butyldiphenylsilyl) oxy)-6-methyltetrahydro-2H-pyran-3-yl ester C(C)(C)(C)OC(CC(CC[C@@H](C)O[C@@H]1O[C@H]([C@@H](C[C@H]1OC(C1=CC=CC=C1)=O)O[Si](C1=CC=CC=C1)(C1=CC=CC=C1)C(C)(C)C)C)O)=O